1-((1-(1-(cis-4-isopropylcyclohexyl)piperidin-4-yl)-1H-indol-3-yl)methyl)piperidin-4-ol C(C)(C)[C@H]1CC[C@H](CC1)N1CCC(CC1)N1C=C(C2=CC=CC=C12)CN1CCC(CC1)O